ClC1=C(C(=NN1CC)C1=NOC=C1)C(=O)N1CC2(C1)CCN(CC2)CCC(C)(C)C (5-Chloro-1-ethyl-3-(isoxazol-3-yl)-1H-pyrazol-4-yl)(7-(3,3-dimethylbutyl)-2,7-diazaspiro[3.5]nonan-2-yl)methanone